4-amino-N-methyl-N-(4-(pentafluoro-lambda~6~-sulfanyl)benzyl)-1,3-dihydrofuro[3,4-c][1,7]naphthyridine-8-carboxamide NC1=NC=2C=NC(=CC2C2=C1COC2)C(=O)N(CC2=CC=C(C=C2)S(F)(F)(F)(F)F)C